FC(CNC=1C2=C(N=CN1)NCC21CCC1)(F)F N-(2,2,2-trifluoroethyl)-6',7'-dihydrospiro[cyclobutane-1,5'-pyrrolo[2,3-d]pyrimidin]-4'-amine